5-(2,3-dihydrobenzo[b][1,4]dioxin-6-yl)furan-2-formaldehyde O1C2=C(OCC1)C=C(C=C2)C2=CC=C(O2)C=O